N1(CCC1)C(CC1=C(C=2C=3CCCOC3C(=C(C2OC1=O)C=O)O)C)=O 2-(2-(azetidin-1-yl)-2-oxoethyl)-6-hydroxy-1-methyl-3-oxo-3,8,9,10-tetrahydropyrano[3,2-f]chromene-5-carbaldehyde